3,4-difluoro-N-[[1-[(1R)-3-(hydroxyamino)-1-(1H-indol-3-ylmethyl)-3-oxo-propyl]triazol-4-yl]methyl]-N-methyl-benzamide FC=1C=C(C(=O)N(C)CC=2N=NN(C2)[C@@H](CC(=O)NO)CC2=CNC3=CC=CC=C23)C=CC1F